3-cyclopropylprop-2-yn-1-yl N-{[2-(2,6-dioxopiperidin-3-yl)-3-oxo-2,3-dihydro-1H-isoindol-5-yl]methyl}carbamate O=C1NC(CCC1N1CC2=CC=C(C=C2C1=O)CNC(OCC#CC1CC1)=O)=O